(E)-N-(2-(3-(hydroxyamino)-3-oxoprop-1-en-1-yl)phenyl)-6-(1H-pyrrol-1-yl)nicotinamide ONC(/C=C/C1=C(C=CC=C1)NC(C1=CN=C(C=C1)N1C=CC=C1)=O)=O